(7R,14R)-11-(1,1-difluoroethoxy)-6-(methyl-d3)-1-((triisopropylsilyl)ethynyl)-6,7-dihydro-7,14-methanobenzo[f]benzo[4,5]imidazo[1,2-a][1,4]diazocin-5(14H)-one FC(C)(OC1=CC2=C(N=C3N2[C@H]2C4=C(C(N([C@@H]3C2)C([2H])([2H])[2H])=O)C=CC=C4C#C[Si](C(C)C)(C(C)C)C(C)C)C=C1)F